[Li].C1(CC1)[C@@H]1[C@@H](N1C([2H])([2H])[2H])C(=O)O (2R,3R)-3-cyclopropyl-1-(methyl-d3)aziridine-2-carboxylic acid lithium